4,8,15,22,25-pentaoxo-6-(2-oxo-2-{[2-({α-D-mannopyranosyl-(1-3)-[α-D-mannopyranosyl-(1-6)]-α-D-manno-pyranosyl}oxy)ethyl]amino}ethyl)-3,6,9,16,23,26-hexaazadotriacontan-32-oate O=C(NCC)CN(CC(NCCCCCC(NCCCCCC(NCC(NCCCCCC(=O)[O-])=O)=O)=O)=O)CC(NCCO[C@@H]1[C@@H](O)[C@@H](O[C@@H]2[C@@H](O)[C@@H](O)[C@H](O)[C@H](O2)CO)[C@H](O)[C@H](O1)CO[C@@H]1[C@@H](O)[C@@H](O)[C@H](O)[C@H](O1)CO)=O